6-(1H-imidazol-1-yl)-5-methyl-N-(pyridin-3-yl)pyridine-2-carboxamide N1(C=NC=C1)C1=C(C=CC(=N1)C(=O)NC=1C=NC=CC1)C